2-(3-(2-ethoxyethoxy)phenyl)-N-methylethan-1-amine C(C)OCCOC=1C=C(C=CC1)CCNC